(S)-1-((2',6-bis(difluoromethyl)-[2,4'-bipyridyl]-5-yl)oxy)-2,4-dimethylpentan-2-amine phosphate P(=O)(O)(O)O.FC(C1=NC=CC(=C1)C1=NC(=C(C=C1)OC[C@](CC(C)C)(N)C)C(F)F)F